tert-butyl (5aS,6R,11bR)-10-(benzyloxy)-14-(cyclopropylmethyl)-5a-hydroxy-9-methyl-1,2,5,5a,6,7-hexahydro-6,11b-(epiminoethano)naphtho[1,2-d]azepine-3(4H)-carboxylate C(C1=CC=CC=C1)OC1=C(C=C2C[C@@H]3[C@]4([C@](CCN(CC4)C(=O)OC(C)(C)C)(C2=C1)CCN3CC3CC3)O)C